ClC=1C=C(C=CC1C)NC(=O)C1=CC=CC=2NC(=NC21)N(C)C N-(3-chloro-4-methylphenyl)-2-(dimethylamino)-1H-benzimidazole-4-carboxamide